5-([1,1':3',1''-terphenyl]-3-yl)naphtho[2,1-b]-triphenyleno[2,3-d]furan C1(=CC(=CC=C1)C1=CC=CC=2C3=CC4=C(C5=C(O4)C=CC4=CC=CC=C45)C=C3C=3C=CC=CC3C12)C1=CC(=CC=C1)C1=CC=CC=C1